C1(=CC=CC=C1)C=1C=2C=CC(=CC3=CC=C(N3)C(=C3C=CC(C(=C4C=CC1N4)C4=CC=CC=C4)=N3)C3=CC=CC=C3)N2 10,15,20-triphenyl-porphyrin